N1=C(C=CC2=CC=CC=C12)C1=NC2=CC=CC=C2C(=N1)N 2-(quinolin-2-yl)quinazolin-4-amine